CN1C2=C(OCC1)C=C(C=C2)NC2=CC=C(C=C2)N2CCC(CC2)C(F)(F)F 4-methyl-N-(4-(4-(trifluoromethyl)piperidin-1-yl)phenyl)-3,4-dihydro-2H-benzo[b][1,4]oxazin-7-amine